2-(2-methylphenyl)-4-cyanopyridine CC1=C(C=CC=C1)C1=NC=CC(=C1)C#N